C(C)(C)(C)C1=CC=C(C=C1)[S+](C1=CC=CC=C1)C1=CC=CC=C1.FC(S(=O)(=O)[O-])(C(=O)OCC12CC3(CC(CC(C1)C3)C2)O)F difluoro-(3-hydroxy-adamantan-1-yl-methoxycarbonyl)-methanesulfonic acid-(4-tert-butylphenyl)-diphenyl-sulfonium salt